C(#N)C1CN(C1)S(=O)(=O)N1C[C@H](OCC1)C(=O)N1[C@H](CCC1)C(=O)NCC1=C(C=C(C=C1)C(F)(F)F)F 1-(((2S)-4-((3-cyano-1-azetidinyl)sulfonyl)-2-morpholinyl)carbonyl)-N-(2-fluoro-4-(trifluoromethyl)benzyl)-D-prolinamide